5-((2,6-difluorophenyl)ethynyl)-2-(1H-pyrrol-1-yl)pyridine nickel-Gold [Au].[Ni].FC1=C(C(=CC=C1)F)C#CC=1C=CC(=NC1)N1C=CC=C1